N1=C(C=CC=C1)SC(F)F difluoromethyl (2-pyridyl) sulfide